ClCC(=O)N(C(C(=O)NC1CCCCC1)C=1C=NC=CC1)CCC1=CC(=CC=C1)F 2-[(2-chloroacetyl)-[2-(3-fluorophenyl)ethyl]amino]-N-cyclohexyl-2-(3-pyridyl)acetamide